FC=1C=C(C=C(C1F)F)C1=C(C=CC=C1)NC(=O)C=1C(=NN(C1)C)C(F)F N-(3',4',5'-Trifluorobiphenyl-2-yl)-3-difluoromethyl-1-methylpyrazol-4-ylcarboxamide